N-neopentyl-acetamide C(C(C)(C)C)NC(C)=O